C(C)(C)(C)OC(=O)N1CCC2(CC1)CC(=C(CC2)B2OC(C(O2)(C)C)(C)C)F 8-fluoro-9-(tetramethyl-1,3,2-dioxaborolan-2-yl)-3-azaspiro[5.5]undec-8-ene-3-carboxylic acid tert-butyl ester